α-amino-e-caprolactam NC1C(=O)NCCCC1